C(C)(C)(C)N1CCN(CC1)C=1C=C(C=C(C1)Cl)C1=NC(=CC(=C1OCOC)C1=CC(=C(C=C1)N1C(N(C=C1)C)=O)Cl)C 1-(4-(2-(3-(4-(tert-butyl)piperazin-1-yl)-5-chlorophenyl)-3-(methoxymethoxy)-6-methylpyridin-4-yl)-2-chlorophenyl)-3-methyl-1,3-dihydro-2H-imidazol-2-one